BrC1=CC=C2N=C(C=3N(C2=C1)C=NC3)NCC3=CC=C(C=C3)OC 8-bromo-N-(4-methoxybenzyl)imidazo[1,5-a]quinoxalin-4-amine